3-azabicyclo[3.1.1]heptane-3-carboxylic acid methyl ester COC(=O)N1CC2CC(C1)C2